2-(3,4-dimethylphenyl)-3,5-dioxo-4-propyl-2,3,4,5-tetrahydro-1,2,4-triazine-6-carboxamide chloride [Cl-].CC=1C=C(C=CC1C)N1N=C(C(N(C1=O)CCC)=O)C(=O)N